trans-4-(((trans-4-(5-Chloro-6-methoxypyridin-3-yl)cyclohexyl)methyl)(3-(1-cyclopropyl-1H-pyrazol-4-yl)phenyl)carbamoyl)cyclohexyl methylcarbamate CNC(O[C@@H]1CC[C@H](CC1)C(N(C1=CC(=CC=C1)C=1C=NN(C1)C1CC1)C[C@@H]1CC[C@H](CC1)C=1C=NC(=C(C1)Cl)OC)=O)=O